C(#N)C1=C(C=CC=C1)C1=CCC(C=C1)(CBr)CBr 2-cyano-4',4'-dibromomethyl-biphenyl